C1=CC=C(C=C1)C(=O)OC[C@@H]2[C@H]([C@@H]([C@H]([C@H](O2)O[C@]3([C@H]([C@@H]([C@H](O3)COC(=O)C4=CC=CC=C4)OC(=O)C5=CC=CC=C5)OC(=O)C6=CC=CC=C6)COC(=O)C7=CC=CC=C7)OC(=O)C8=CC=CC=C8)OC(=O)C9=CC=CC=C9)OC(=O)C1=CC=CC=C1 Sucrose Octabenzoate